3-[4-[(5-methylsulfinyl-1,2,4-triazol-1-yl)methyl]phenyl]-5-(trifluoromethyl)-1,2,4-oxadiazole CS(=O)C1=NC=NN1CC1=CC=C(C=C1)C1=NOC(=N1)C(F)(F)F